ethyl 6-tert-butyl-9-[2-(4-hydroxy-4-methylpiperidin-1-yl)thiazol-5-yl]-10-methoxy-2-oxo-6,7-dihydro-2H-pyrido[2,1-a]isoquinoline-3-carboxylate C(C)(C)(C)C1N2C(C3=CC(=C(C=C3C1)C1=CN=C(S1)N1CCC(CC1)(C)O)OC)=CC(C(=C2)C(=O)OCC)=O